[Cl-].C(C1=CC=CC=C1)[NH+](C)C N-benzyl-N,N-dimethyl-ammonium chloride